OC=1C=C(C2=C(OC(OC2=O)(C2=CC=CC=C2)CC(C)=O)C1C1C=C(CCC1C(=C)C)C)CCCCC 7-hydroxy-8-(3-methyl-6-(prop-1-en-2-yl)cyclohex-2-en-1-yl)-2-(2-oxopropyl)-5-pentyl-2-phenyl-4H-benzo[d][1,3]dioxin-4-one